5-CARBOXYVANILLIN C(=O)(O)C=1C(=C(C=C(C=O)C1)OC)O